C(C)S(=O)(=O)C1=C(N=C(N1C)C1=CC(=CC=C1)C1(CC1)F)C1=NC2=C(N1C)C=C1C(=C2)OC(C(O1)(F)F)(F)F 2-{5-(Ethylsulfonyl)-2-[3-(1-fluorocyclopropyl)phenyl]-1-methyl-1H-imidazol-4-yl}-6,6,7,7-tetrafluoro-1-methyl-6,7-dihydro-1H-[1,4]dioxino[2,3-f]benzimidazol